iminoproline N=C1[C@H](NCC1)C(=O)O